O(S(=O)(=O)C(F)(F)F)C1=CC(=NC2=C(N=CC=C12)C1=CC=NN1C1OCCCC1)N1CCOCC1 2-(morpholin-4-yl)-8-[1-(tetrahydro-2H-pyran-2-yl)-1H-pyrazol-5-yl]-1,7-naphthyridin-4-yl triflate